2-(2,2-difluorocyclopropyl)-4-methyl-7,8-dihydro-6H-pyrazolo[1,5-a][1,3]diazepin-5-one FC1(C(C1)C1=NN2C(N(C(CCC2)=O)C)=C1)F